COC(=O)[C@@H]1CC[C@H]2N1C([C@H](CCC(C2)(C(C)C)O)NC(=O)OC(C)(C)C)=O.BrC2=CC(N(C=C2C#CC)C)=O 4-bromo-1-methyl-5-(prop-1-yn-1-yl)pyridin-2-one methyl-(3S,6S,10aR)-6-((tert-butoxy-carbonyl)amino)-9-hydroxy-9-isopropyl-5-oxodecahydropyrrolo[1,2-a]azocine-3-carboxylate